ClC1=C(C=CC=C1)N1C(C(=C(C2=CC=C(N=C12)C(F)(F)F)N1CC(CC1)O)F)=O 1-(2-chlorophenyl)-3-fluoro-4-(3-hydroxypyrrolidin-1-yl)-7-(trifluoromethyl)-1,8-naphthyridin-2(1H)-one